COCCOCCOC bis(2-methoxy-ethyl) ether